CC1=C(C(=O)C2=CC(=CC=C2)OC)C=C(C=C1)C 2,5-dimethyl-3'-methoxybenzophenone